SC(CC[C@H](N)C(=O)O)CN δ-mercaptolysine